C(C=C)C(C=1C(NC(NC1)=O)=O)CC=C diallylthymine